(3S-4S,7R)-12-(benzyloxy)-4-cyano-N-(2,4-difluorobenzyl)-3-methyl-1,6,11-trioxo-1,4,5,6,7,11-hexahydro-3H-2,7-methanopyrido[1,2-a][1,4]diazonine-10-carboxamide C(C1=CC=CC=C1)OC=1C(C(=CN2C1C(N1[C@H]([C@H](CC([C@H]2C1)=O)C#N)C)=O)C(=O)NCC1=C(C=C(C=C1)F)F)=O